[N+](=O)([O-])C1=C(C(=C(C=C1)S(=O)(=O)O)[N+](=O)[O-])[N+](=O)[O-] trinitrobenzensulfonic acid